1-(4-chlorophenyl)-N-(1-hydroxy-1,3-dihydrobenzo[c][1,2]oxaborol-6-yl)-5-methyl-1H-1,2,3-triazole-4-carboxamide ClC1=CC=C(C=C1)N1N=NC(=C1C)C(=O)NC=1C=CC2=C(B(OC2)O)C1